COC(CNC(=O)OCN1C(CC(C2=CC=C(C=C12)OCCCCN1CCN(CC1)C1=CC=CC=2SC=CC21)(C)C)=O)=O {7-[4-(4-Benzo[b]thiophen-4-ylpiperazin-1-yl)butoxy]-4,4-dimethyl-2-oxo-3,4-dihydro-2H-quinolin-1-ylmethoxycarbonylamino}acetic acid methyl ester